(L)-2-[(diphenylphosphino)methyl]pyrrolidine C1(=CC=CC=C1)P(C1=CC=CC=C1)CC1NCCC1